FC(C=1C(=C(C=CC1)[C@@H](C)N)F)(F)F (R)-1-(3-(trifluoromethyl)-2-fluorophenyl)ethane-1-amine